C(C)(C)(C)OC(=O)N1C2CN(CC1C2)C2=NC=C(N=C2)C2=C1C=CC=NC1=CC(=C2)C=2C=NN(C2)C 3-(5-(7-(1-Methyl-1H-pyrazol-4-yl)quinolin-5-yl)pyrazin-2-yl)-3,6-diazabicyclo[3.1.1]heptane-6-carboxylic acid tert-butyl ester